copper diethyldithiocarbamate salt C(C)N(C([S-])=S)CC.[Cu+2].C(C)N(C([S-])=S)CC